FC=1C=C(N)C=C(C1OC1=C2C(=NC=C1)N(C=C2C(F)(F)F)COCC[Si](C)(C)C)F 3,5-difluoro-4-{[3-(trifluoromethyl)-1-{[2-(trimethylsilyl)ethoxy]methyl}-1H-pyrrolo[2,3-b]pyridin-4-yl]oxy}aniline